1-[(2R,4S,5R)-4-[(tert-butyldimethylsilyl)oxy]-5-{[(tert-butyldiphenylsilyl)oxy]methyl}-5-ethynyloxolan-2-yl]-5-fluoro-3H-pyrimidine-2,4-dione [Si](C)(C)(C(C)(C)C)O[C@H]1C[C@@H](O[C@]1(C#C)CO[Si](C1=CC=CC=C1)(C1=CC=CC=C1)C(C)(C)C)N1C(NC(C(=C1)F)=O)=O